BrC1=C2C[C@H]3N(C[C@H](C(O)=O)C=C3C=3C=C(C(=C(N1)C32)Br)Br)C 2,13,14-tribromo-lysergic acid